1-((2S,4S,5R)-5-(((tert-butyldimethylsilyl)oxy)methyl)-4-hydroxytetrahydrofuran-2-yl)-5-methylpyrimidine-2,4(1H,3H)-dione [Si](C)(C)(C(C)(C)C)OC[C@@H]1[C@H](C[C@H](O1)N1C(NC(C(=C1)C)=O)=O)O